7-((2S,5R)-4-((S)-1-(4-chlorophenyl)propyl)-5-ethyl-2-methylpiperazin-1-yl)-4-methyl-3-(((R)-tetrahydrofuran-2-yl)methyl)-3,4-dihydro-5H-[1,2,3]triazolo[4,5-d]pyrimidin-5-one ClC1=CC=C(C=C1)[C@H](CC)N1C[C@@H](N(C[C@H]1CC)C=1C2=C(N(C(N1)=O)C)N(N=N2)C[C@@H]2OCCC2)C